(1R,3aS,3bS,7S,9aR,9bS,11aR)-1-[(2R)-4-(5-methoxypyridin-2-yl)butan-2-yl]-9a,11a-dimethyl-1H,2H,3H,3aH,3bH,4H,6H,7H,8H,9H,9aH,9bH,10H,11H,11aH-cyclopenta[a]phenanthren-7-ol COC=1C=CC(=NC1)CC[C@@H](C)[C@H]1CC[C@@H]2[C@@]1(CC[C@@H]1[C@]3(CC[C@@H](CC3=CC[C@@H]21)O)C)C